6-[5-[1-[(4-fluoro-1-methyl-6,7-dihydro-5H-cyclopenta[c]pyridin-6-yl)methyl]azetidin-3-yl]-2-oxo-oxazolidin-3-yl]-4H-pyrazino[2,3-b][1,4]oxazin-3-one FC=1C2=C(C(=NC1)C)CC(C2)CN2CC(C2)C2CN(C(O2)=O)C2=NC1=C(OCC(N1)=O)N=C2